O=C1C(=CC(=CN1)C[C@H](C)OC(=O)N1CCN(CC1)C=1C=NC(=CC1)C(N)=O)C(F)(F)F.OCCNCCNCCN N-(2-hydroxy ethyl)diethylenetriamine (S)-1-(6-oxo-5-(trifluoromethyl)-1,6-dihydropyridin-3-yl)propan-2-yl-4-(6-(carbamoyl)pyridine-3-yl)piperazine-1-carboxylate